CC(C)([S@](=O)NCC1=NC=CC(=C1)C1=CC(=CC=2C=C(OC21)F)COC2=C(C=CC(=C2)OC)CC(=O)OCC)C (S)-ethyl 2-(2-((7-(2-((1,1-dimethylethylsulfinamido)methyl)pyridin-4-yl)-2-fluorobenzofuran-5-yl)methoxy)-4-methoxyphenyl)acetate